2-(4-cyclopropyl-6-methoxy-pyrimidin-5-yl)-4-[[4-[1-methyl-4-(trifluoromethyl)imidazol-2-yl]phenyl]methoxy]-6,7-dihydro-5H-pyrrolo[3,4-d]pyrimidine C1(CC1)C1=NC=NC(=C1C=1N=C(C2=C(N1)CNC2)OCC2=CC=C(C=C2)C=2N(C=C(N2)C(F)(F)F)C)OC